C(C)(C)(C)OC(=O)N1CCC(CC1)CN1CCN(CC1)C1=C(C=CC=C1)NC1C(NC(CC1)=O)=O 4-((4-((2,6-Dioxopiperidin-3-ylamino)phenyl)piperazin-1-yl)methyl)piperidine-1-carboxylic acid tert-butyl ester